SCSC1SCSC(C1)SCS 4,6-bis(mercaptomethylthio)-1,3-dithiacyclohexane